N-[(1S,2S)-2-Hydroxycyclohexyl]-4-[4-(5-carbamoylpyridin-3-yl)-benzyl]-pyrrolo[1,2-b]pyridazine-2-carboxamide O[C@@H]1[C@H](CCCC1)NC(=O)C=1C=C(C=2N(N1)C=CC2)CC2=CC=C(C=C2)C=2C=NC=C(C2)C(N)=O